CC(C)(C(C)C)NCCCCCCCCCCCN N-(2,3-dimethylbutan-2-yl)undecane-1,11-diamine